COC12CC(C1)(C2)N 3-methoxybicyclo[1.1.1]pentan-1-amine